C1(CC1)C(C1CC1)NC(=O)C1=CN=C(O1)C=1C=C(C=CC1)C1=CC(=NN1)C(=O)OC(C)(C)C tert-butyl 5-(3-(5-((dicyclopropylmethyl) carbamoyl) oxazol-2-yl) phenyl)-1H-pyrazole-3-carboxylate